C(C)N(C(CC(CC)O)=O)C N-ethyl-3-hydroxy-N-methylpentanamide